2-methyl-6-(6-(piperidin-1-yl)-1H-benzo[d]imidazol-2-yl)-7-((1-(pyrimidin-2-yl)ethyl)amino)-2H-pyrazolo[4,3-b]pyridin-5(4H)-one CN1N=C2C(NC(C(=C2NC(C)C2=NC=CC=N2)C2=NC3=C(N2)C=C(C=C3)N3CCCCC3)=O)=C1